4-(5-((4-((4-(acetamidomethyl)piperidin-1-yl)methyl)-6-(3,5-dichlorophenyl)pyridin-2-yl)oxy)pyridin-2-yl)-1-methylpiperazine-1-oxide C(C)(=O)NCC1CCN(CC1)CC1=CC(=NC(=C1)C1=CC(=CC(=C1)Cl)Cl)OC=1C=CC(=NC1)N1CC[N+](CC1)(C)[O-]